ClC=1C(=NC2=CC(=C(N=C2C1N[C@H](C)C=1C=C(C#N)C=CC1F)C=1C=NC(=CC1)OCP(=O)(C)C)F)C 3-[(1R)-1-[(3-chloro-6-{6-[(dimethylphosphoryl)methoxy]pyridin-3-yl}-7-fluoro-2-methyl-1,5-naphthyridin-4-yl)amino]ethyl]-4-fluorobenzonitrile